O-[[(4R,6R)-6-(6-aminopurin-9-yl)-7-[tert-butyl(dimethyl)silyl]oxy-2,5-dioxabicyclo[2.2.1]heptan-4-yl]methyl]hydroxylamine NC1=C2N=CN(C2=NC=N1)[C@@H]1O[C@]2(COC1C2O[Si](C)(C)C(C)(C)C)CON